ClC=1C=C2C(OCCC=3C=CC(=CC3C=3C=C4NN=CC4=C(NS(C(C1OC)=C2)(=O)=O)C3)F)=O 14-chloro-4-fluoro-15-methoxy-17,17-dioxo-10-oxa-17λ6-thia-18,22,23-triazapentacyclo[17.6.1.112,16.02,7.020,24]heptacosa-1(26),2(7),3,5,12,14,16(27),19,21,24-decaen-11-one